C(C)[C@H]1N(C[C@@H](N(C1)C1=CC(N(C=2N1N=C(C2)CC#N)C)=O)C)C(C)C2=CC1=C(N=C(S1)C)C=C2 2-(7-((2S,5R)-5-ethyl-2-methyl-4-(1-(2-methylbenzo[d]thiazol-6-yl)ethyl)piperazin-1-yl)-4-methyl-5-oxo-4,5-dihydropyrazolo[1,5-a]pyrimidin-2-yl)acetonitrile